BrC=1N=C(SC1SC(C)C)N1N=C(C(=C1C(=O)OCC)C1=CC(=CC=C1)F)C ethyl 2-(4-bromo-5-isopropylsulfanyl-thiazol-2-yl)-4-(3-fluorophenyl)-5-methyl-pyrazole-3-carboxylate